ClC1=C(C=CC=C1Cl)N1CCN(CC1)CC[C@H]1C[C@H](C1)NC(=O)C1=C(C=NS1)C N-(cis-3-(2-(4-(2,3-dichlorophenyl)piperazine-1-yl)ethyl)cyclobutyl)-4-methylisothiazole-5-formamide